2-[(3-chloro-4-fluorophenyl)-[3-(trifluoromethyl)cyclopentyl]oxymethyl]-5-methyl-4-methyl-sulfonyl-1H-imidazole ClC=1C=C(C=CC1F)C(C=1NC(=C(N1)S(=O)(=O)C)C)OC1CC(CC1)C(F)(F)F